Dimethyl 5-nitroisophthalate [N+](=O)([O-])C=1C=C(C=C(C(=O)OC)C1)C(=O)OC